CC1=C2CN(CC2=CC=C1)C(=O)C=1C=C2CN(C(C2=CC1)=O)C1C(NC(CC1)=O)=O 3-(5-(4-methylisoindoline-2-carbonyl)-1-oxoisoindolin-2-yl)piperidine-2,6-dione